N-cyclohexyl-5-((2-fluorophenyl)ethynyl)-1H-pyrrolo[2,3-b]pyridin-4-amine C1(CCCCC1)NC=1C2=C(N=CC1C#CC1=C(C=CC=C1)F)NC=C2